C1(CCCC1)C[C@@H]1[C@@H](C=2C=CC(=CC2CC1)O)C1=CC=C(C=C1)N1CCC(CC1)C(OC)OC (5R,6R)-6-(cyclopentylmethyl)-5-(4-(4-(dimethoxymethyl)piperidin-1-yl)phenyl)-5,6,7,8-tetrahydronaphthalen-2-ol